CC(C(=O)NC1=C(C=C(C=C1)C(F)(F)F)S(=O)(=O)C)C 2-methyl-N-(2-(methylsulfonyl)-4-(trifluoromethyl)phenyl)propanamide